C(#N)C=1C(=C(C(=NC1)C(=O)NC=1C=C2C(=NNC2=CC1)C=1OC(=CN1)C)C)C 5-cyano-3,4-dimethyl-N-(3-(5-methyloxazol-2-yl)-1H-indazol-5-yl)picolinamide